N-(2-((2-(dimethylamino)ethyl)(ethyl)amino)-5-((4-(1-methyl-1H-indol-3-yl)-7H-pyrrolo[2,3-d]pyrimidin-2-yl)amino)phenyl)acetamide CN(CCN(C1=C(C=C(C=C1)NC=1N=C(C2=C(N1)NC=C2)C2=CN(C1=CC=CC=C21)C)NC(C)=O)CC)C